2-chloro-4-fluoro-N-[4-fluoro-5-(2-morpholin-4-ylpyrimidin-5-yl)-2-[(3R)-3,4-dimethylpiperazin-1-yl]phenyl]benzamide ClC1=C(C(=O)NC2=C(C=C(C(=C2)C=2C=NC(=NC2)N2CCOCC2)F)N2C[C@H](N(CC2)C)C)C=CC(=C1)F